C(CCCCCCCCCCC)(=O)N(CCC(=O)[O-])C.[Na+] sodium lauroylmethyl-beta-alaninate